COC(/C(=C/OC)/OC1=C(C=CC(=C1)N1N=CC(=N1)Br)C)=O.C(C)O[Si](CCCC(C(=O)N)CCO)(OCC)OCC (3-triethoxysilylpropyl)-4-hydroxybutyramide methyl-(Z)-2-[5-(4-bromotriazol-2-yl)-2-methyl-phenoxy]-3-methoxy-prop-2-enoate